5-ethoxy-5-oxopent-1-yn-1-yl picolinate N1=C(C=CC=C1)C(=O)OC#CCCC(=O)OCC